2-(hydroxymethyl)-6,8-dihydro-5H-pyrido[3,4-d]pyrimidine-7-carboxylic acid tert-butyl ester C(C)(C)(C)OC(=O)N1CC=2N=C(N=CC2CC1)CO